C1(CC1)S(=O)(=O)N1N=CC(=C1)C1=NC=CC(=N1)C1(C=C(C(=CN1)C1=NC=CC(=C1)N1CCC(CC1)(F)F)NC1CCC(CC1)CN(C)C)N 6'-(2-(1-(Cyclopropylsulfonyl)-1H-pyrazol-4-yl)pyrimidin-4-yl)-4-(4,4-difluoropiperidin-1-yl)-N4'-((1s,4s)-4-((dimethylamino)methyl)cyclohexyl)-[2,3'-bipyridine]-4',6'-diamine